1-(1-Phenylethyl)-1H-pyrazole-3-sulfonamide C1(=CC=CC=C1)C(C)N1N=C(C=C1)S(=O)(=O)N